N'-(4-fluoro-2-hydroxybenzylidene)-2-((3-fluorophenyl)amino)propionyl-hydrazine FC1=CC(=C(C=NNC(C(C)NC2=CC(=CC=C2)F)=O)C=C1)O